C(CCCCCCCCC)OC1O[C@@H]([C@H]([C@@H]([C@H]1O)O)O)CO (3r,4s,5s,6r)-2-(decyloxy)-6-(hydroxymethyl)tetrahydro-2H-pyran-3,4,5-triol